ClC=1C=CC(=C(C1)C1=NN(C=C1NC(=O)C=1C=NN2C1N=CC=C2)C2CC(CCC2)O)OC N-(3-(5-chloro-2-methoxyphenyl)-1-(3-hydroxycyclohexyl)-1H-pyrazol-4-yl)pyrazolo[1,5-a]pyrimidine-3-carboxamide